C(C)N1C(=NC2=NC(=C(C=C21)C2=NN=NN2)OC)C(O)(C=2N=NC=CC2)C2=CC=CC=C2 [1-ethyl-5-methoxy-6-(1H-1,2,3,4-tetrazol-5-yl)-1H-imidazo[4,5-b]pyridin-2-yl](phenyl)(pyridazin-3-yl)methanol